sodium vanadium-tungsten [W].[V].[Na]